C1=CC2=C(C=C(C=C2C=C1N)S(=O)(=O)O)O The molecule is an aminonaphthalenesulfonic acid that is 2-naphthalenesulfonic acid substituted by an amino group at position 7 and a hydroxy group at position 4 respectively. It has a role as a metabolite. It is an aminonaphthalenesulfonic acid and a member of naphthols.